1,13-bismaleimidyl-4,7,10-trioxatridecane C1(C=CC(N1CCCOCCOCCOCCCN1C(C=CC1=O)=O)=O)=O